C(C1=CC=CC=C1)SC1=NC=CC(=C1)I 2-(benzylthio)-4-iodopyridine